tris(N,N-dimethylamino-ethyl)amine CN(C)CCN(CCN(C)C)CCN(C)C